(S,E)-1-cyclopropyl-2-methoxy-N-((5-(trifluoromethyl)pyridin-2-yl)methylene)ethanamine C1(CC1)[C@@H](COC)/N=C/C1=NC=C(C=C1)C(F)(F)F